C(C1=CC=CC=C1)O[C@@H]1C=C[C@@H](C1)O (1R,4S)-4-(benzyloxy)cyclopent-2-en-1-ol